tert-butyl (6-(4-((3R,5S)-4-acryloyl-5-carbamoylmorpholin-3-yl)-6-chloropyridin-2-yl)pyrimidin-4-yl)(tert-butoxycarbonyl)carbamate C(C=C)(=O)N1[C@@H](COC[C@H]1C(N)=O)C1=CC(=NC(=C1)Cl)C1=CC(=NC=N1)N(C(OC(C)(C)C)=O)C(=O)OC(C)(C)C